COC1=C(C=CC(=C1)N1CCN(CC1)C)NC1=NC2=NC(C(N=C2C=N1)=O)=O 2-((2-methoxy-4-(4-methylpiperazino)phenyl)amino)-6,7-dioxo-6,7-dihydropteridine